3-Bromo-N-phenyl-6-(trifluoromethyl)-5,6-dihydroindazolo[3,2-a]isoquinolin-6-amine BrC1=CC=2CC(N3C(C2C=C1)=C1C=CC=CC1=N3)(NC3=CC=CC=C3)C(F)(F)F